NC1=NC2=CC=C(C=C2C=C1C)C(=O)N([C@H](C)C1=NC=CC=N1)CC1=CC=C(C=N1)C=1CC=NCC1 (R)-6-((2-amino-3-methyl-N-(1-(pyrimidin-2-yl)ethyl)quinoline-6-carboxamido)methyl)-3',6'-dihydro-[3,4'-bipyridine]